methyl (2S)-2-(benzyloxycarbonylamino)-3-iodo-2-methyl-propanoate C(C1=CC=CC=C1)OC(=O)N[C@@](C(=O)OC)(CI)C